Ethyl 2-acetamido-6-cyano-7-oxo-6-phenyl-4,5,6,7-tetrahydrobenzo[b]thiophene-3-carboxylate C(C)(=O)NC1=C(C2=C(S1)C(C(CC2)(C2=CC=CC=C2)C#N)=O)C(=O)OCC